O=C1NC(CCC1C1=NN(C2=C(C=CC=C12)OCC(=O)NCC1=CC=C(C=C1)C(C)C)C)=O 2-((3-(2,6-Dioxopiperidin-3-yl)-1-methyl-1H-indazol-7-yl)oxy)-N-(4-isopropyl-benzyl)acetamide